C1=CC=CC=2C3=CC=CC=C3C(C12)COC(=O)NC(CC1=C(N(C2=CC=CC=C12)C(=O)OC(C)(C)C)C)C(=O)OC(C)(C)C tert-butyl 3-(2-((((9H-fluoren-9-yl)methoxy)carbonyl)amino)-3-(tert-butoxy)-3-oxopropyl)-2-methyl-1H-indole-1-carboxylate